C(CCCCCCCCCCCCCCC)(=O)N1[C@@H](C[C@@H](O)C1)C(=O)O N-palmitoyl-hydroxyproline